[Al].[Zn].[Mn].[Fe] iron-manganese-zinc-aluminum